C1(=CC=CC=C1)N1C(=NC(=C1)C(=O)N1C[C@H]2N(C(C1)=O)CCC2)C2=CC=CC=C2 (S)-2-(1,2-diphenyl-1H-imidazole-4-carbonyl)hexahydropyrrolo[1,2-a]pyrazin-4(1H)-one